5-methoxy-2-methyl-4-(4,4,4-trifluorobutyl)quinoline-3-carbonitrile COC1=C2C(=C(C(=NC2=CC=C1)C)C#N)CCCC(F)(F)F